ClC1=CC(=NC=N1)NC(=O)[C@@H]1[C@H](C1)C1=NC=CC(=N1)C |r| rac-(1S,2S)-N-(6-chloropyrimidin-4-yl)-2-(4-methylpyrimidin-2-yl)cyclopropane-1-carboxamide